(S)-3-((R)-2-(hydroxymethyl)-7-oxo-2,3,7,9-tetrahydro-8H-[1,4]dioxino[2,3-e]isoindol-8-yl)piperidine-2,6-dione OC[C@@H]1COC=2C(=C3CN(C(C3=CC2)=O)[C@@H]2C(NC(CC2)=O)=O)O1